CN(C(=O)C1[C@H]2CN(C[C@@H]12)C(=O)C1=NNC(=C1)C(C)C)C1(CC1)C (1R,5S,6r)-N-methyl-N-(1-methylcyclopropyl)-3-[5-(propan-2-yl)-1H-pyrazole-3-carbonyl]-3-azabicyclo[3.1.0]Hexane-6-carboxamide